4-[2-(difluoromethyl)-5-methoxy-4-pyridinyl]-6-(3-oxomorpholin-4-yl)pyridine-3-carboxylic acid FC(C1=NC=C(C(=C1)C1=C(C=NC(=C1)N1C(COCC1)=O)C(=O)O)OC)F